N1C2=C(N=CC1)N=CC(=C2)C(=O)N dihydropyrido[2,3-b]pyrazine-7-carboxamide